Methyl (5-(6,7-dimethoxy-3-oxo-1,3-dihydronaphtho[2,3-c]furan-4-yl)pyrimidin-2-yl)-D-valinate COC1=CC2=C(C3=C(COC3=O)C=C2C=C1OC)C=1C=NC(=NC1)N[C@H](C(C)C)C(=O)OC